3-benzyl-4-hydroxy-6-(4-nitrophenyl)-1,3-thiazine-2-thione C(C1=CC=CC=C1)N1C(SC(=CC1O)C1=CC=C(C=C1)[N+](=O)[O-])=S